C1(=CC=CC=C1)P(C1=CC=CC=C1)CC=1N(C2=CC=CC=C2C1C(C(C)(S(=O)N)C)CC1=CC=C(C=C1)F)S(=O)(=O)C1=CC=CC=C1 2-diphenylphosphinomethyl-1-phenylsulfonyl-1H-indol-3-yl-4-fluorophenylmethyl-2-methylpropane-2-sulfinamide